(S)-N-((S)-1-cyclohexyl-2-(4-(1,2-di-methyl-1H-benzo[d]imidazole-6-carbonyl)piperazin-1-yl)-2-oxoethyl)-2-(methylamino)propan-amide C1(CCCCC1)[C@@H](C(=O)N1CCN(CC1)C(=O)C=1C=CC2=C(N(C(=N2)C)C)C1)NC([C@H](C)NC)=O